tert-butyl 4-(4-(4-chloro-7,7-dimethyl-5-oxo-5,7-dihydroindolo[1,2-a]quinazolin-9-yl)piperidin-1-yl)cyclohexane-1-carboxylate ClC=1C=2C(N=C3N(C2C=CC1)C1=CC=C(C=C1C3(C)C)C3CCN(CC3)C3CCC(CC3)C(=O)OC(C)(C)C)=O